BrC=1C=C2C(CCC(C2=CC1)NC(C(F)(F)F)=O)=O (6-bromo-4-oxo-1,2,3,4-tetrahydronaphthalen-1-yl)-2,2,2-trifluoroacetamide